ethyl 3-((bis(4-chlorophenyl) methyl) amino)-2-((boc) amino)-3-oxopropionate ClC1=CC=C(C=C1)C(C1=CC=C(C=C1)Cl)NC(C(C(=O)OCC)NC(=O)OC(C)(C)C)=O